BrC=1C=CC2=C(C(=NO2)C(=O)OC)C1 methyl 5-bromo-1,2-benzoxazole-3-carboxylate